NC1=NC=CC(=N1)C=1C2=C(C(=NC1)NCC=1C=C(C(=O)NC3(CC3)C)C=CC1)CCO2 3-(((7-(2-Aminopyrimidin-4-yl)-2,3-dihydrofuro[3,2-c]pyridin-4-yl)amino)methyl)-N-(1-methylcyclopropyl)benzamid